N1=C(C=NC=C1)NC(=O)NC1=CC=NC2=CC=C(C=C12)C(F)(F)F 1-Pyrazin-2-yl-3-(6-trifluoromethyl-quinolin-4-yl)-urea